C1(CC1)COC=1C2=C(N=CN1)C(=C(N2)C2=CC(=NC=C2)NC([C@@H](CC(F)F)C2=CC=C(C=C2)F)=O)C2=NC=CC=C2 (2S)-N-{4-[4-(Cyclopropylmethoxy)-7-(pyridin-2-yl)-5H-pyrrolo[3,2-d]pyrimidin-6-yl]pyridin-2-yl}-4,4-difluoro-2-(4-fluorophenyl)butanamid